(E)-2-(4-fluorostyryl)-5-bromo-4-(4-fluorophenyl)thiazole FC1=CC=C(/C=C/C=2SC(=C(N2)C2=CC=C(C=C2)F)Br)C=C1